The molecule is a synthetic peptide that is identical to the 24-amino acid segment at the N-terminal of adrenocorticotropic hormone (corticotropin). A segment similar in all species, it contains the biological activity that stimulates production of corticosteroids in the adrenal cortex. It is used diagnostically to investigate adrenocortical insufficiency. It has a role as a diagnostic agent. CC(C)[C@@H](C(=O)NCC(=O)N[C@@H](CCCCN)C(=O)N[C@@H](CCCCN)C(=O)N[C@@H](CCCNC(=N)N)C(=O)N[C@@H](CCCNC(=N)N)C(=O)N1CCC[C@H]1C(=O)N[C@@H](C(C)C)C(=O)N[C@@H](CCCCN)C(=O)N[C@@H](C(C)C)C(=O)N[C@@H](CC2=CC=C(C=C2)O)C(=O)N3CCC[C@H]3C(=O)O)NC(=O)[C@@H]4CCCN4C(=O)[C@H](CCCCN)NC(=O)CNC(=O)[C@H](CC5=CNC6=CC=CC=C65)NC(=O)[C@H](CCCNC(=N)N)NC(=O)[C@H](CC7=CC=CC=C7)NC(=O)[C@H](CC8=CN=CN8)NC(=O)[C@H](CCC(=O)O)NC(=O)[C@H](CCSC)NC(=O)[C@H](CO)NC(=O)[C@H](CC9=CC=C(C=C9)O)NC(=O)[C@H](CO)N